6-ethyl-5-((tetrahydro-2H-pyran-4-yl)amino)-3-((2-((2-(vinylsulfonamido)ethyl)amino)pyridin-4-yl)amino)pyrazine-2-carboxamide C(C)C1=C(N=C(C(=N1)C(=O)N)NC1=CC(=NC=C1)NCCNS(=O)(=O)C=C)NC1CCOCC1